(R)-1-(cyclopropylmethyl)-7-(2-(4-fluoro-1H-imidazol-1-yl)propoxy)-1H-indole-2-carbaldehyde C1(CC1)CN1C(=CC2=CC=CC(=C12)OC[C@@H](C)N1C=NC(=C1)F)C=O